FC(OC1=C(C=CC=C1)C(C(=O)N1C(OC(C1)([2H])[2H])=O)=C)(F)F 3-(2-(trifluoromethoxyphenyl)acryloyl)oxazolidin-2-one-5,5-d2